C(C)(C)(C)C=1C=C(C=C(C1O)C(C)(C)C)CCC(=O)O 3-(3,5-di-tert-butyl-4-hydroxy-phenyl)-propionic acid